C1(CCCCC1)C(=O)N cyclohexane-1-amide